[F-].C(CCCCCCCCCCC)[NH+]1CC(CC1)C 1-dodecyl-3-methylpyrrolidinium fluorid